2-methoxy-5-(6-methoxybenzo[d]thiazole-2-yl)phenol COC1=C(C=C(C=C1)C=1SC2=C(N1)C=CC(=C2)OC)O